5-iodo-N-(1H-pyrazol-4-yl)pyrimidin-2-amine IC=1C=NC(=NC1)NC=1C=NNC1